2-hydroxy-3-dimethylaminopropyl-acrylamide OC(CC(C(=O)N)=C)CN(C)C